[Ag].C(#N)N1C[C@@H](CCC1)C(=O)NC=1SC(=CN1)C1=CC=CC=C1 (R)-1-cyano-N-(5-phenylthiazol-2-yl)piperidine-3-carboxamide silver